FC(OC=1C=C(C=CC1)C=1C=C(OC1)C(=O)O)(F)F 4-(3-(trifluoromethoxy)phenyl)furan-2-carboxylic acid